N-((5-chloro-6-((thiazol-4-ylmethyl)amino)-1H-indol-2-yl)methyl)acetamide ClC=1C=C2C=C(NC2=CC1NCC=1N=CSC1)CNC(C)=O